1H-cyclopenta[d]pyrimidine N1C=NC=C2C1=CC=C2